CN1C(C2=CC=C(C=C2C(C1)C)Br)=O methyl-6-bromo-4-methyl-3,4-dihydroisoquinolin-1(2H)-one